2,4,6-trimethyl-2,4,6-tris(aminopropyl)-cyclotrisiloxane C[Si]1(O[Si](O[Si](O1)(CCCN)C)(CCCN)C)CCCN